8-(4-cyanobenzyl)-N-methyl-6,9-dioxo-5-(4-(trifluoromethyl)benzyl)-2,5,8-triazaspiro[3.5]-nonane-2-carboxamide C(#N)C1=CC=C(CN2CC(N(C3(CN(C3)C(=O)NC)C2=O)CC2=CC=C(C=C2)C(F)(F)F)=O)C=C1